C(C)(C)(C)OC(=O)N1[C@@H](C[C@@H](C1)C(F)(F)F)C(=O)O (2S,4S)-1-(tert-Butoxycarbonyl)-4-(trifluoromethyl)pyrrolidine-2-carboxylic acid